CNC=1C2=C(N=CN1)N(C=C2)[C@H]2[C@@H]([C@@H]([C@H](C2)CN(C=2C=NNC2)CCCNCCC2=CC=CC=C2)O)O (1R,2S,3R,5R)-3-[4-(methylamino)pyrrolo[2,3-d]pyrimidin-7-yl]-5-[({3-[(2-phenylethyl)amino]propyl}(1H-pyrazol-4-yl)amino)methyl]cyclopentane-1,2-diol